C(C)OC1=CC=C(C=C1)C(C)N=S(C1=CC=CC=C1)(C1=CC=CC=C1)=O N-[1-(4-ethoxyphenyl)ethyl]-1-oxo-1,1-diphenyl-λ6-sulfanimine